C1(=CC=CC=C1)CS(=O)(=O)OC1=C(OC(C1=O)([2H])C1=C(C=CC=C1)OC)N 2-amino-5-(2-methoxyphenyl)-4-oxo-4,5-dihydrofuran-3-yl-5-d phenylmethanesulfonate